FC1=C(C(=C(C2=CC(=C(C=C12)F)F)F)F)F 1,2,3,4,6,7-hexafluoronaphthalene